ClC=1C(=NC=CC1)N1N=C(C=C1C(=O)NC=1C(=CC=2N(C1C(=O)NOC)N=CC2)C)OC2CSC2 6-(1-(3-chloropyridin-2-yl)-3-(thietan-3-yloxy)-1H-pyrazole-5-carboxamido)-N-methoxy-5-methylpyrazolo[1,5-a]pyridine-7-carboxamide